tert-butyl (1R,4R)-5-(2-amino-4-fluorophenyl)-2,5-diazabicyclo[2.2.1]heptane-2-carboxylate NC1=C(C=CC(=C1)F)N1[C@H]2CN([C@@H](C1)C2)C(=O)OC(C)(C)C